COC1=C(C=NC=C1)OC(CC)=O 4-methoxy-3-propanoyloxy-pyridine